5-chloro-N,N-dimethyl-7-oxo-7,8-dihydro-6H-spiro[[1,3]oxazolo[5,4-f]quinazoline-9,1'-cyclohexane]-2-carboxamide ClC=1C=C2C(=C3C1NC(NC31CCCCC1)=O)OC(=N2)C(=O)N(C)C